ClCCCC#CCCCCl 1,8-dichlorooct-4-yne